CC=1C=C(C=CC1CN1C(NC2=C1C=CC=C2)=O)CNC(C)=O N-({3-methyl-4-[(2-oxo-2,3-dihydro-1H-benzimidazol-1-yl)methyl]phenyl}methyl)acetamide